CN(C)C=C1C(CC2=C(C(=C(O2)C(=O)O)C)C1=O)C.FC(C=1NC2=CC=CC=C2C1CC)(F)F 2-[2-(trifluoromethyl)-1H-indol-3-yl]ethane 5-[(dimethylamino)methylidene]-3,6-dimethyl-4-oxo-4,5,6,7-tetrahydro-1-benzofuran-2-carboxylate